2-[2-(3-chloro-4-methoxyphenyl)ethyl]-5-(3,5-dimethyl-4-isoxazolyl)-1-[(2S)-2-(4-morpholinyl)propyl]-1H-benzimidazole ClC=1C=C(C=CC1OC)CCC1=NC2=C(N1C[C@H](C)N1CCOCC1)C=CC(=C2)C=2C(=NOC2C)C